Tert-butyl 4-(3-(4-(1-(2,6-dioxopiperidin-3-yl)-3-methyl-2-oxo-2,3-dihydro-1H-benzo[d]imidazol-5-yl)piperazin-1-yl)azetidin-1-yl)piperidine-1-carboxylate O=C1NC(CCC1N1C(N(C2=C1C=CC(=C2)N2CCN(CC2)C2CN(C2)C2CCN(CC2)C(=O)OC(C)(C)C)C)=O)=O